COC(=O)C1=CC=2N(C(=C1)OC1=C(C=C(C=C1)OCCCCl)F)C=NC2.ClCCCOC2=CC(=C(OC1=CC(=CC=3N1C=NC3)C(=O)OC)C=C2)F Methyl 5-[4-(3-chloropropoxy)-2-fluoro-phenoxy]imidazo[1,5-a]pyridine-7-carboxylate Methyl-5-[4-(3-chloropropoxy)-2-fluoro-phenoxy]imidazo[1,5-a]pyridine-7-carboxylate